(R)-3-(adamantan-1-ylmethyl)-1-((R)-1-((S)-2-(((R)-2-imino-5-isobutylimidazolidin-1-yl)methyl)pyrrolidin-1-yl)-3-phenylpropan-2-yl)-4-propylimidazolidin-2-imine C12(CC3CC(CC(C1)C3)C2)CN2C(N(C[C@H]2CCC)[C@@H](CN2[C@@H](CCC2)CN2C(NC[C@H]2CC(C)C)=N)CC2=CC=CC=C2)=N